2,6-bis(p-fluorobenzhydryl)-4-methylaniline FC1=CC=C(C(C2=CC=CC=C2)C2=C(N)C(=CC(=C2)C)C(C2=CC=C(C=C2)F)C2=CC=CC=C2)C=C1